FC=1C(=NC=C(C1)Cl)OC[C@@H](C)NC1=NC=NC2=CC=CC=C12 |r| (RS)-N-(1-((3-fluoro-5-chloropyridin-2-yl)oxy)prop-2-yl)quinazolin-4-amine